5-bromo-3-(bromomethyl)-1-methyl-1H-pyrazole BrC1=CC(=NN1C)CBr